(2-(8-oxa-3-azabicyclo[3.2.1]oct-3-yl)oxazol-4-yl)methanol C12CN(CC(CC1)O2)C=2OC=C(N2)CO